O[C@@H](C(C(=O)[O-])=C)CO (3S)-3,4-dihydroxy-2-methylidene-butanoate